4-Amino-5-(4-cyano-2-methyl-pyrazol-3-yl)-1H-pyrrole-2-carboxylic acid ethyl ester C(C)OC(=O)C=1NC(=C(C1)N)C=1N(N=CC1C#N)C